FC1=C(C=CC(=C1)C1NCCC1)C=1N=C2SC3=C(N2C1)C=CC(=C3)C(=O)NC3CCOCC3 2-(2-fluoro-4-(pyrrolidin-2-yl)phenyl)-N-(tetrahydro-2H-pyran-4-yl)benzo[d]imidazo[2,1-b]thiazole-7-carboxamide